C(C)(=O)C1=C(C=C(C=C1)Cl)C=1C(=NN(C(C1)=O)C(C(=O)O)CC1=CC=C(C=C1)C)OC (4-(2-acetyl-5-chlorophenyl)-3-methoxy-6-oxopyridazine-1(6H)-yl)-3-(p-tolyl)propanic acid